(S)-5,6-dichloro-1'-(5-oxo-4,5-dihydropyrazin-2-yl)spiro[indoline-3,3'-pyrrolidin]-2-one ClC=1C=C2C(=CC1Cl)NC([C@]21CN(CC1)C=1N=CC(NC1)=O)=O